C(CCCCCCCCC)(=O)O[C@@H]1[C@@](O[C@H](C1)N1C2=NC(=NC(=C2N=C1)N)F)(C#C)COP(=O)(OC1=CC=CC=C1)N[C@H](C(=O)OCCCCCCCCCCCCCCCCCCCCCC)CC1=CC=CC=C1 (2R,3S,5R)-5-(6-amino-2-fluoro-9H-purin-9-yl)-2-((((((S)-1-(docosyloxy)-1-oxo-3-phenylpropan-2-yl)amino)(phenoxy)phosphoryl)oxy)methyl)-2-ethynyltetrahydrofuran-3-yl decanoate